N-ETHYLAMINOISOBUTYLTRIMETHOXY-SILANE C(C)NCO[Si](OC)(OC)CC(C)C